1-[4-(2,3-dimethylphenyl)piperazin-1-yl]-2-{(3bR,4aR)-3-[(3S)-3-(hydroxymethyl)pyrrolidine-1-carbonyl]-3b,4,4a,5-tetrahydro-1H-cyclopropa[3,4]cyclopenta[1,2-c]pyrazol-1-yl}ethan-1-one CC1=C(C=CC=C1C)N1CCN(CC1)C(CN1N=C(C2=C1C[C@@H]1[C@H]2C1)C(=O)N1C[C@H](CC1)CO)=O